(R)-4-(4-(2,2-Difluoroethyl)-1-((5-methoxy-7-methyl-1H-indol-4-yl)methyl)piperazin-2-yl)-2-ethylbenzoic acid FC(CN1C[C@H](N(CC1)CC1=C2C=CNC2=C(C=C1OC)C)C1=CC(=C(C(=O)O)C=C1)CC)F